ClC=1C=CC(=C(C1)[C@H]1C[C@H](C1)NC(=O)C=1C(=NN(C1)[C@H](C)C=1C=NC(=NC1)N1C([C@@H]2C[C@@H]2C1)=O)C)C#N |o1:19| N-((cis)-3-(5-chloro-2-cyanophenyl)cyclobutyl)-3-methyl-1-((R or S)-1-(2-((1R,5S)-2-oxo-3-azabicyclo[3.1.0]hexan-3-yl)pyrimidin-5-yl)ethyl)-1H-pyrazole-4-carboxamide